(3-(3-chloro-4-((1S,2S)-2-(5,6-dihydro-4H-pyrrolo[1,2-b]pyrazol-3-yl)cyclopropyl)-5',6-dimethyl-2-oxo-2H-[1,4'-bipyridin]-2'-yl)-2-fluorophenyl)-1-methylcyclopropane-1-carboxamide ClC=1C(N(C(=CC1[C@@H]1[C@H](C1)C1=C2N(N=C1)CCC2)C)C2=CC(=NC=C2C)C=2C(=C(C=CC2)C2C(C2)(C(=O)N)C)F)=O